4-[[2-(2-chlorophenyl)acetyl]amino]pyridine-2-carboxylic acid ClC1=C(C=CC=C1)CC(=O)NC1=CC(=NC=C1)C(=O)O